hydroxy-estra-4,6-dien-3-one OC[C@@]12CCC[C@H]1[C@@H]1C=CC3=CC(CC[C@@H]3[C@H]1CC2)=O